1H-oxazolo[3,4-a]pyrazin-3(5H)-one C1OC(N2C1=CN=CC2)=O